(S)- and (R)-2-((4-cyanophenEthyl)amino)-N-(5-((5-methylpyrimidin-2-yl)oxy)pyridin-2-yl)-2-phenylacetamide C(#N)C1=CC=C(CCN[C@H](C(=O)NC2=NC=C(C=C2)OC2=NC=C(C=N2)C)C2=CC=CC=C2)C=C1 |r|